Chloroformic acid allyl ester C(C=C)OC(=O)Cl